C(C)N(CC(=O)O)C(=O)C=1N2C(C3=C(C=CC=C3C1O)C=1C=NN(C1)C1=CC=CC=C1)=NC=N2.N2=CC(=CC=C2)C(C)=O 1-(3-pyridyl)ethanone ethyl-(6-hydroxy-10-(1-phenyl-1H-pyrazol-4-yl)-[1,2,4]triazolo[5,1-a]isoquinoline-5-carbonyl)glycinate